4-((3S,6S,10aS)-6-amino-5-oxodecahydropyrrolo[1,2-a]azocine-3-carbonyl)-6-(6-methoxypyridin-3-yl)-4,6-diazaspiro[2.4]heptane-5,7-dione N[C@H]1CCCC[C@@H]2N(C1=O)[C@@H](CC2)C(=O)N2C1(CC1)C(N(C2=O)C=2C=NC(=CC2)OC)=O